tert-butyl 5-[(2-{[4'-({8-[(tert-butoxy)carbonyl] naphthalen-1-yl}carbamoyl)-[1,1'-biphenyl]-4-yl]methyl}-2H-1,2,3,4-tetrazol-5-yl)methyl]-2H-1,2,3,4-tetrazole-2-carboxylate C(C)(C)(C)OC(=O)C=1C=CC=C2C=CC=C(C12)NC(=O)C1=CC=C(C=C1)C1=CC=C(C=C1)CN1N=C(N=N1)CC=1N=NN(N1)C(=O)OC(C)(C)C